5-(5-methyl-2-(1-methyl-1H-pyrazol-4-yl)phenyl)-3-methylenedihydrofuran-2(3H)-one CC=1C=CC(=C(C1)C1CC(C(O1)=O)=C)C=1C=NN(C1)C